methyl 2,3,4-trifluoro-5-nitrobenzoate FC1=C(C(=O)OC)C=C(C(=C1F)F)[N+](=O)[O-]